methylphosphonate disodium [Na+].[Na+].CP([O-])([O-])=O